5-(2-fluorophenyl)-1H-pyrrol-3-carbaldehyde FC1=C(C=CC=C1)C1=CC(=CN1)C=O